FC=1C(=NC(=NC1)N[C@@H]1C[C@@H](CCC1)C(=O)O)C1=CC(=CC=C1)N1C(C=CC(=C1)C)=O (1R,3S)-3-((5-fluoro-4-(3-(5-methyl-2-oxopyridin-1(2H)-yl)phenyl)pyrimidin-2-yl)amino)cyclohexane-1-carboxylic acid